[2-(aminomethyl)-3,3-difluoro-allyl]-4-[5-(1H-indazol-6-yl)-3-methyl-2-pyridinyl]-1,2,4-triazol-3-one trifluoroacetate salt FC(C(=O)O)(F)F.NCC(CC=1N(C(NN1)=O)C1=NC=C(C=C1C)C1=CC=C2C=NNC2=C1)=C(F)F